N5-[4-(dimethylamino)phenyl]-N2,N2-dimethyl-2,5-Pyrimidinediamine CN(C1=CC=C(C=C1)NC=1C=NC(=NC1)N(C)C)C